NC=1C=NC=CC1C#C 3-amino-4-ethynyl-pyridine